3-(7-Bromo-8-chloro-6-fluoro-1H-[1,2,3]triazolo[4,5-c]quinolin-1-yl)azetidine BrC=1C(=CC=2C3=C(C=NC2C1F)N=NN3C3CNC3)Cl